3-(1-methyl-1H-indol-5-yl)-1,5,6,8-tetrahydro-2H-pyrano[4',3':4,5]thieno[2,3-d]pyrimidine-2,4(3H)-dione CN1C=CC2=CC(=CC=C12)N1C(NC2=C(C1=O)C1=C(S2)COCC1)=O